O(C1=CC=CC=C1)C1=CC=C(C=C1)C=1NN2C(=NCCC2C2CCN(CC2)C(C=C)=O)C1C(=O)N 2-(4-phenoxyphenyl)-7-(1-prop-2-enoylpiperidin-4-yl)-1,5,6,7-tetrahydropyrazolo[1,5-a]pyrimidine-3-carboxamide